sodium pentacosan CCCCCCCCCCCCCCCCCCCCCCCCC.[Na]